N(=[N+]=[N-])CCOCCOCCOCCOCCOC1=CC=C(C=C1)C1=CC=CC(=N1)[C@H](CC(=O)O)CN(CCCCC1=NC=2NCCCC2C=C1)C (R)-3-(6-(4-((14-Azido-3,6,9,12-tetraoxatetradecyl)oxy)phenyl)pyridin-2-yl)-4-(methyl(4-(5,6,7,8-tetrahydro-1,8-naphthyridin-2-yl)butyl)amino)butanoic acid